acrylamido-N-((4-ethyl-6-methyl-2-oxo-1,2-dihydropyridin-3-yl)methyl)-4-methyl-3'-morpholino[1,1'-biphenyl]-3-carboxamide C(C=C)(=O)NC1=C(C=CC(=C1C(=O)NCC=1C(NC(=CC1CC)C)=O)C)C1=CC(=CC=C1)N1CCOCC1